3,5-BIS((TERT-BUTYLSILYLOXY)METHYL)PHENYLBORONIC ACID C(C)(C)(C)[SiH2]OCC=1C=C(C=C(C1)CO[SiH2]C(C)(C)C)B(O)O